tert-butyl N-[5-(1-cyano-1-methyl-ethoxy)-3-ethylsulfonyl-2-pyridyl]carbamate C(#N)C(C)(OC=1C=C(C(=NC1)NC(OC(C)(C)C)=O)S(=O)(=O)CC)C